C(C)[Si](O[Si](O[Si](O[Si](C)(C)CC)(C)CC)(C)CC)(C)C 1,3,5,7-tetraethyl-1,1,3,5,7,7-hexamethyltetrasiloxane